Normal butyl-lithium C(CCC)[Li]